N-[4,5-bis(p-tolyl)thiazol-2-yl]benzenesulfonamide C1(=CC=C(C=C1)C=1N=C(SC1C1=CC=C(C=C1)C)NS(=O)(=O)C1=CC=CC=C1)C